4-[3-(3-methoxy-3-oxo-propoxy)propionyl]piperazine-1-carboxylic acid benzyl ester C(C1=CC=CC=C1)OC(=O)N1CCN(CC1)C(CCOCCC(=O)OC)=O